4-amino-N-phenyl-aniline NC1=CC=C(NC2=CC=CC=C2)C=C1